1,4-dimethylpiperazin-2-one CN1C(CN(CC1)C)=O